N1=NC(=CC=C1)NC(=O)N1CCC(CC1)=CC1=CC(=CC=C1)OC1=NC=C(C=C1)C(F)(F)F N-(pyridazin-3-yl)-4-(3-((5-(trifluoromethyl)pyridin-2-yl)oxy)benzylidene)piperidine-1-carboxamide